tetrakis-(triphenylphosphine) palladium (0) [Pd].C1(=CC=CC=C1)P(C1=CC=CC=C1)C1=CC=CC=C1.C1(=CC=CC=C1)P(C1=CC=CC=C1)C1=CC=CC=C1.C1(=CC=CC=C1)P(C1=CC=CC=C1)C1=CC=CC=C1.C1(=CC=CC=C1)P(C1=CC=CC=C1)C1=CC=CC=C1